ClC1=C2C(=CN=CC2=CC=C1)C(C#N)NC([C@H](CC1(CC1)F)NC(OC(C)(C)C)=O)=O tert-butyl N-[(1S)-2-[[(5-chloro-4-isoquinolyl)-cyano-methyl]amino]-1-[(1-fluorocyclopropyl)methyl]-2-oxo-ethyl]carbamate